4-bromo-2-(2,4-dichlorophenyl)-2-methylbenzo[d][1,3]dioxole BrC1=CC=CC=2OC(OC21)(C)C2=C(C=C(C=C2)Cl)Cl